C(C1=CC=CC=C1)NC(N(C1CCCC=2C=CC=NC12)CC1=CC=C(C=C1)CNCC1=NC=CC=C1)=O benzyl-N-[[4-[[(2-pyridylmethyl)amino]methyl]phenyl]methyl]-N-(5,6,7,8-tetrahydro-8-quinolinyl)-urea